OC1=C(C(=CC=C1)OC)C=N[C@@H](CCCN\C(\N)=N\[H])C(=O)O (E)-N2-[(2-hydroxy-6-methoxyphenyl)methylidene]-L-arginine